{3-Ethyl-5-[1-(trifluoromethyl)cyclopropyl]imidazol-4-yl}methanol C(C)N1C=NC(=C1CO)C1(CC1)C(F)(F)F